C(C)(C)C1OCCN(C1)C=1C(=C(N)C=CC1)[N+](=O)[O-] 3-(2-isopropylmorpholino)-2-nitroaniline